C(C)N1N=C(C=C1C=1NC(=NN1)C1=C2C=NN(C2=CC(=C1)C(=O)N)CC[C@H]1NCCOC1)C 4-[5-(1-ethyl-3-methyl-1H-pyrazol-5-yl)-4H-1,2,4-triazol-3-yl]-1-{2-[(3R)-morpholin-3-yl]ethyl}-1H-indazole-6-carboxamide